tert-butyl (3-((5-hydroxypentyl)oxy)propyl)carbamate OCCCCCOCCCNC(OC(C)(C)C)=O